C(C)N1C(=C(C2=CC=CC=C12)C1(OC(=O)C2=CC=CC=C12)C1=C(N(C2=CC=CC=C12)CC)C)C 3,3-bis(1-ethyl-2-methylindol-3-yl)phthalide